tert-butyl ((S)-37-(((benzyloxy) carbonyl) amino)-31-oxo-2,5,8,11,14,17,20,23,26,29-decaoxa-32-azaoctatriacontan-38-oyl)-L-valinate C(C1=CC=CC=C1)OC(=O)N[C@@H](CCCCNC(COCCOCCOCCOCCOCCOCCOCCOCCOCCOC)=O)C(=O)N[C@@H](C(C)C)C(=O)OC(C)(C)C